ClC=1C=C2N(C(N1)=O)C[C@@H](N2CC)COC (R)-7-chloro-1-ethyl-2-(methoxymethyl)-2,3-dihydroimidazo[1,2-c]pyrimidin-5(1H)-one